O(C1=CC=CC=C1)C1=CC2=C(NC(=N2)NC2=CNC=3C2=NC(=CC3)C(F)(F)F)C=C1 5-phenoxy-N-[5-(trifluoromethyl)-1H-pyrrolo[3,2-b]pyridin-3-yl]-1H-benzo[d]imidazol-2-amine